4-Fluoro-2-methoxy-1-(1-methoxy-2-methylpropyl)benzene FC1=CC(=C(C=C1)C(C(C)C)OC)OC